N-[4-(2-hydroxy-ethylsulfonyl)-2-methoxyl-5-methylphenyl]-acetamide OCCS(=O)(=O)C1=CC(=C(C=C1C)NC(C)=O)OC